CC=1C=C(\C=N\NC2=C3N=CN(C3=NC(=N2)N2CCOCC2)C2=CC=CC=C2)C=CC1 (E)-4-(6-(2-(3-methylbenzylidene)hydrazinyl)-9-phenyl-9H-purin-2-yl)morpholine